3-(3-(4,4,5,5-tetramethyl-1,3,2-dioxaborolan-2-yl)-5-(triisopropylsilyloxy)phenyl)-propanoate CC1(OB(OC1(C)C)C=1C=C(C=C(C1)O[Si](C(C)C)(C(C)C)C(C)C)CCC(=O)[O-])C